C[C@H]1CNCC(N1)CO ((6S)-6-methylpiperazin-2-yl)methanol